dilithium fluorophosphate P(=O)([O-])([O-])F.[Li+].[Li+]